N1C(=NC2=C1C=CC=C2)C(N2C(C1=CC(=CC=C1C2)C2=CC=C(C=C2)OCCN(C)C)=O)C2=C(C=CC(=C2)F)OCOC 2-[1H-benzimidazol-2-yl-[5-fluoro-2-(methoxymethoxy)phenyl]methyl]-6-[4-[2-(dimethylamino)ethoxy]phenyl]isoindolin-1-one